bis[N-(4-aminobenzoyl)-3-amino-4-hydroxyphenyl]propane NC1=CC=C(C(=O)NC=2C=C(C=CC2O)C(C)(C)C2=CC(=C(C=C2)O)NC(C2=CC=C(C=C2)N)=O)C=C1